C(C=C)N1N(C2=NC(=NC=C2C1=O)NC=1C=C2C=NN(C2=CC1)C)C1=CC(=CC=C1)OC1CCN(CC1)C 2-allyl-6-(1-methyl-1H-indazol-5-ylamino)-1-[m-(1-methyl-4-piperidyloxy)phenyl]-1,2-dihydro-3H-1,2,5,7-tetraazainden-3-one